N[C@@H]1[C@@H](CCCC1)NC=1C(=C(N=NC1)C(=O)N)NC1=NC(=C(C=C1)C)C [(1R,2S)-2-Amino-cyclohexylamino]-4-(5,6-dimethyl-pyridin-2-ylamino)-pyridazine-3-carboxylic acid amide